N-(2-(2-((1-ethyl-1H-pyrazol-4-yl)amino)pyrimidin-4-yl)-6,7,8,9-tetrahydro-5H-benzo[7]annulen-5-yl)-3-isopropoxyazetidine-1-carboxamide C(C)N1N=CC(=C1)NC1=NC=CC(=N1)C=1C=CC2=C(CCCCC2NC(=O)N2CC(C2)OC(C)C)C1